1-[2-morpholinoacetamido](2E,4E,6E,8E,10E,12E,14E,16Z,18E)-4,8,13,17-tetramethyleicosane O1CCN(CC1)CC(=O)NCCCC(CCCC(CCCCC(CCCC(CCC)C)C)C)C